(4S)-1-[(1R,3S,4R)-3,4-difluorocyclohexyl]-5,5-difluoro-3-(trifluoromethyl)-4,6-dihydro-cyclopenta[c]pyrazol-4-ol F[C@H]1C[C@@H](CC[C@H]1F)N1N=C(C2=C1CC([C@H]2O)(F)F)C(F)(F)F